4-(2,6-dimethylphenyl)thiazol-2-amine CC1=C(C(=CC=C1)C)C=1N=C(SC1)N